[Si](C1=CC=CC=C1)(C1=CC=CC=C1)(C(C)(C)C)OCCOCC(=O)OC(C)(C)C Tert-butyl 2-(2-((tert-butyldiphenylsilyl)oxy)ethoxy)acetate